2-((9-(oxiran-2-yl)nonyl)oxy)-1-naphthaldehyde oxime O1C(C1)CCCCCCCCCOC1=C(C2=CC=CC=C2C=C1)C=NO